6-(3-(3-(Methyl-(3-oxo-4-(trifluoromethyl)-3,5,6,7-tetrahydro-2H-cyclopenta[c]pyridazin-7-yl)amino)propionyl)-3,8-diazabicyclo[3.2.1]oct-8-yl)nicotinonitrile CN(CCC(=O)N1CC2CCC(C1)N2C2=NC=C(C#N)C=C2)C2CCC=1C2=NNC(C1C(F)(F)F)=O